gentisic acid sodium ascorbate O=C1C(O)=C([O-])[C@H](O1)[C@@H](O)CO.[Na+].C(C=1C(O)=CC=C(O)C1)(=O)O